2,5-dimethyloxaspiro[5.5]undecane CC1OC2(C(CC1)C)CCCCC2